BrC=1C=C2C(=NN(C(C2=CC1)=O)CC(=O)OC)OCC methyl 2-(6-bromo-4-ethoxy-1-oxo-phthalazin-2-yl)acetate